C(C)N1N=CC(=C1C=1C=C(C(=O)OC)C=C(C1)F)C=O methyl 3-(1-ethyl-4-formyl-1H-pyrazol-5-yl)-5-fluorobenzoate